4-(sec-butoxy)-1-isobutyl-2-methylbenzene C(C)(CC)OC1=CC(=C(C=C1)CC(C)C)C